({5'-chloro-3'-fluoro-2'-[(pyridine-3-sulfonyl)amino][1,1'-biphenyl]-4-yl}oxy)ethanoic acid ClC=1C=C(C(=C(C1)C1=CC=C(C=C1)OCC(=O)O)NS(=O)(=O)C=1C=NC=CC1)F